2-[(2,4,6-tribromophenyl)methyl]-1,3-dioxan-5-one BrC1=C(C(=CC(=C1)Br)Br)CC1OCC(CO1)=O